3-(4-(((benzyloxy)carbonyl)amino)pyridin-2-yl)-2-((tert-butoxycarbonyl)amino)propanoate C(C1=CC=CC=C1)OC(=O)NC1=CC(=NC=C1)CC(C(=O)[O-])NC(=O)OC(C)(C)C